ClC1=CC=C(COC2=C(C=C(OC3=C(C=4N=C(C=NC4C=C3)OC)C#N)C=C2)OC)C=C1 6-(4-(4-chlorobenzyloxy)-3-methoxyphenoxy)-3-methoxyquinoxaline-5-carbonitrile